CN(C(=O)CNC(=O)C1=CC2=C(N(C(=N2)NC=2SC3=C(N2)C=CC(=C3)OCC)C)C=C1)C 2-(6-Ethoxy-benzothiazol-2-ylamino)-1-methyl-1H-benzoimidazole-5-carboxylic acid dimethylcarbamoylmethyl-amide